N-(6-Chloropyridin-3-yl)-4-((2-methyl-4-phenylthiazol-5-yl)oxy)pyridin-2-amine ClC1=CC=C(C=N1)NC1=NC=CC(=C1)OC1=C(N=C(S1)C)C1=CC=CC=C1